FC=1C=C(C=CC1F)[C@H]1C([C@@H]1C=1C=2N(N=C(C1)C=1C(NC(NC1)=O)=O)C=CN2)(F)F 5-(8-((1S,3S)-3-(3,4-difluorophenyl)-2,2-difluorocyclopropyl)imidazo[1,2-b]pyridazin-6-yl)pyrimidine-2,4(1H,3H)-dione